C(CCCCC)OCCOCCO Diethylenglycol Monohexyl ether